tert-butyl (Z)-(3-fluoro-4-((quinolin-8-yl-d6)sulfonyl)but-2-en-1-yl)carbamate F\C(=C/CNC(OC(C)(C)C)=O)\CS(=O)(=O)C1=C(C(=C(C=2C(=C(C(=NC12)[2H])[2H])[2H])[2H])[2H])[2H]